O1CC[C@@H](C2=CC=CC=C12)NC(=O)C1=CC2=C(N=C(S2)N2CCN(CC2)C(=O)[O-])C=C1 (S)-4-[6-(chroman-4-ylcarbamoyl)benzo[d]thiazol-2-yl]piperazine-1-carboxylate